NC1=NC=2C=C(C(=CC2C2=C1C=NN2C)C(=O)N([C@H]2COCC1=C2C=CC(=C1)OC(F)(F)F)C)F 4-amino-7-fluoro-N,1-dimethyl-N-((4R)-7-(trifluoromethoxy)-3,4-dihydro-1H-2-benzopyran-4-yl)-1H-pyrazolo[4,3-c]quinoline-8-carboxamide